FC1=C(C=CC(=C1)CN1CCN(CC1)C)N1C(=NC(=C1)C1=NC(=NC=C1C(F)(F)F)N)C 4-(1-(2-fluoro-4-((4-methylpiperazin-1-yl)methyl)phenyl)-2-methyl-1H-imidazol-4-yl)-5-(trifluoromethyl)pyrimidin-2-amine